2-cyclopropyl-N'-hydroxyacetamidine C1(CC1)CC(=NO)N